2-methyl-1-oxo-1,2-dihydroisoquinoline-4-carbaldehyde CN1C(C2=CC=CC=C2C(=C1)C=O)=O